C(C1=CC=CC=C1)(=O)N(C(C1=CC=CC=C1)=O)C1=C2N=C(N(C2=NC(=N1)[N+](=O)[O-])CCCCNC(OC(C)(C)C)=O)CCCC tert-butyl 4-(6-(N-benzoylbenzamido)-8-butyl-2-nitro-9H-purin-9-yl)butylcarbamate